2,8-Dimethyl-6-[5-(piperidin-4-yl)[1,3]thiazolo[5,4-d][1,3]thiazol-2-yl]imidazo[1,2-b]pyridazin Hydrochlorid Cl.CC=1N=C2N(N=C(C=C2C)C=2SC=3N=C(SC3N2)C2CCNCC2)C1